CC1=C(C(=CC=C1)C)C=1N=C2NS(C3=CC=CC(C(N4CC(CC(OC(C1)=N2)C4CC(C)C)(C)C)=O)=C3)(=O)=O 18-(2,6-dimethylphenyl)-5,5-dimethyl-22-(2-methylpropyl)-2-oxa-14λ6-thia-7,15,17,20-tetraazatetracyclo[14.3.1.13,7.19,13]docosa-1(20),9(21),10,12,16,18-hexaene-8,14,14-trione